N-(2-chloropyridin-3-yl)-2-[(2-nitrothien-3-yl)thio]acetamide ClC1=NC=CC=C1NC(CSC1=C(SC=C1)[N+](=O)[O-])=O